FC=1C=C(C=C(C1)F)[C@@H]1N(OCC1)C1=CC(=NC=N1)NC1=CC=C(C=2CCOC21)C2CCN(CC2)C (R)-6-(3-(3,5-difluorophenyl)isooxazolidin-2-yl)-N-(4-(1-methylpiperidin-4-yl)-2,3-dihydrobenzofuran-7-yl)pyrimidin-4-amine